octylmethyltriethoxysilane C(CCCCCCC)C(C)O[Si](OCC)(OCC)C